C(C1=CC=CC=C1)NC1=C(C(C1=O)=O)NCCNC(=O)O[C@H]1[C@H](N(C[C@@H]1OC(=O)OC(C)(C)C)C(=O)OC(C)(C)C)CC1=CC=C(C=C1)OC tert-butyl (2R,3S,4S)-3-{[(2-{[2-(benzylamino)-3,4-dioxocyclobut-1-en-1-yl]amino}ethyl) carbamoyl]oxy}-4-[(tert-butoxycarbonyl)oxy]-2-[(4-methoxyphenyl)methyl]pyrrolidine-1-carboxylate